C1CCC2=CC(=CC=C12)NC(OC1=CC=CC=C1)=O phenyl (2,3-dihydro-1H-inden-5-yl)carbamate